1-(4-cyclobutoxyphenyl)-N-hydroxycyclopropane-1-carboximidamide C1(CCC1)OC1=CC=C(C=C1)C1(CC1)C(NO)=N